(S)-3-(((S)-1-methoxy-1-oxo-9-(5,6,7,8-tetrahydro-1,8-naphthyridin-2-yl)nonan-2-yl)carbamoyl)morpholine-4-carboxylic acid tert-butyl ester C(C)(C)(C)OC(=O)N1[C@@H](COCC1)C(N[C@H](C(=O)OC)CCCCCCCC1=NC=2NCCCC2C=C1)=O